tert-Butyl 4-(4-((4-(3-aminophenoxy)furo[3,2-d]pyrimidin-2-yl)amino)phenyl)piperazine-1-carboxylate NC=1C=C(OC=2C3=C(N=C(N2)NC2=CC=C(C=C2)N2CCN(CC2)C(=O)OC(C)(C)C)C=CO3)C=CC1